3-((phenylsulfonyl)methyl)-1-((2-(trimethylsilyl)ethoxy)methyl)-1H-pyrazoleAt C1(=CC=CC=C1)S(=O)(=O)CC1(NN(C=C1)COCC[Si](C)(C)C)C(=O)[O-]